C1(CC1)N1C=C(C(C2=CC(=C(C=C12)N1CCN(CC1)C(C1=CC=C(C=C1)C=1C=C2CCN(C2=CC1)CC=1C(=NC(=NC1)N)N)=O)F)=O)C(=O)O 1-cyclopropyl-7-(4-(4-(1-((2,4-diaminopyrimidin-5-yl)methyl)indolin-5-yl)benzoyl)piperazin-1-yl)-6-fluoro-4-oxo-1,4-dihydroquinoline-3-carboxylic acid